CC1=C(C=CC(=C1)N1C(CCC1)=O)B(O)O (2-methyl-4-(2-oxopyrrolidin-1-yl)phenyl)boronic acid